C(#C)C1=CC(=C(C=N1)C1=C(C2=C(N=CN=C2N)N1)C1=CC=C(C=C1)OC1=NC=CC(=N1)C)C 6-(6-ethynyl-4-methylpyridin-3-yl)-5-{4-[(4-methylpyrimidin-2-yl)oxy]phenyl}-7H-pyrrolo[2,3-d]pyrimidin-4-amine